tert-butyl (2S,4R)-4-((5-chloro-2-((3-methylisothiazol-5-yl) amino)-7-((2-(trimethylsilyl) ethoxy) methyl)-7H-pyrrolo[2,3-d]pyrimidin-4-yl) amino)-2-methylpyrrolidine-1-carboxylate ClC1=CN(C=2N=C(N=C(C21)N[C@@H]2C[C@@H](N(C2)C(=O)OC(C)(C)C)C)NC2=CC(=NS2)C)COCC[Si](C)(C)C